C(#N)C1=CC=C(C=N1)NC(=O)C1CC12CCN(CC2)C(=O)OC(C(F)(F)F)C(F)(F)F 1,1,1,3,3,3-hexafluoropropan-2-yl (+)-1-((6-cyanopyridin-3-yl)carbamoyl)-6-azaspiro[2.5]octane-6-carboxylate